(S)-1-phenyl-3-phenyl-1,2,3,4-tetrahydroquinoxaline C1(=CC=CC=C1)N1C[C@@H](NC2=CC=CC=C12)C1=CC=CC=C1